(1r,4r)-4-(5-(3,5-dimethylisoxazol-4-yl)-2-(3-fluoro-4-methoxybenzyl)-1H-benzo[d]imidazol-1-yl)cyclohexane-1-carboxylic acid CC1=NOC(=C1C1=CC2=C(N(C(=N2)CC2=CC(=C(C=C2)OC)F)C2CCC(CC2)C(=O)O)C=C1)C